(3S)-N-(3-[2-[(1E)-3-hydroxyprop-1-en-1-yl]-6-(morpholin-4-yl)pyridin-4-yl]-4-methylphenyl)-3-(2,2,2-trifluoroethyl)pyrrolidine-1-carboxamide OC/C=C/C1=NC(=CC(=C1)C=1C=C(C=CC1C)NC(=O)N1C[C@@H](CC1)CC(F)(F)F)N1CCOCC1